3-(3-fluoro-4-((4-methylpiperazin-1-yl)methyl)phenyl)urea FC=1C=C(C=CC1CN1CCN(CC1)C)NC(N)=O